O1[C@@H](CC1)CN1C=NC2=C1C=C(C=C2)C(=O)O 1-{[(2S)-oxetan-2-yl]methyl}-1H-1,3-benzodiazole-6-carboxylic acid